2-nitrobenzenesulfonylchloride [N+](=O)([O-])C1=C(C=CC=C1)S(=O)(=O)Cl